trifluorocytidine F[C@@]1([C@]([C@@](O[C@@H]1CO)(N1C(=O)N=C(N)C=C1)F)(O)F)O